C12N(CC(NC1)CC2)C=2N=C(C(=C1C(=C(N=CC21)C2=CC(=CC1=CC=C(C(=C21)C#C)F)O)F)C)C 4-(8-(2,5-diazabicyclo[2.2.2]octan-2-yl)-4-fluoro-5,6-dimethyl-2,7-naphthyridin-3-yl)-5-ethynyl-6-fluoronaphthalen-2-ol